(3S,4R)-4-((5-fluoro-7-(5-(1-(trifluoromethyl)cyclopropyl)pyridin-2-yl)pyrrolo[2,1-f][1,2,4]triazin-2-yl)amino)tetrahydro-2H-pyran-3-ol FC=1C=C(N2N=C(N=CC21)N[C@H]2[C@@H](COCC2)O)C2=NC=C(C=C2)C2(CC2)C(F)(F)F